CN(C\C=C/1\C(N(C[C@@H]1C)C1=CC2=C(N=CN=C2NC2=CC(=C(C=C2)OC2=CC3=C(N(N=N3)C)C=C2)F)C=N1)=O)C (R,E)-3-(2-(dimethylamino)ethylidene)-1-(4-((3-fluoro-4-((1-methyl-1H-benzo[d][1,2,3]triazol-5-yl)oxy)phenyl)amino)pyrido[3,4-d]pyrimidin-6-yl)-4-methylpyrrolidin-2-one